N1(CCCC1)C(=O)OC1=C(C=C(C=C1)C=1N=C2SC3=C(N2C1)C=CC(=C3)C(NCCCN3CCC(CC3)F)=O)F (2-fluoro-4-(7-((3-(4-fluoropiperidin-1-yl) propyl) carbamoyl) benzo[d]imidazo[2,1-b]thiazol-2-yl) phenyl) pyrrolidine-1-carboxylate